1,3-dihydro-5-methyl-2-oxobenzo[c]thiophene CC1=CC2=C(CS(C2)=O)C=C1